CC(C(=O)O)COC1=CC=C(C=C1)C1=CC=C(C=C1)C#N methyl-3-[(4'-cyano(1,1'-biphenyl)-4-yl)oxy]propionic acid